2-chloro-N-(2'-(4,4-difluorocyclohexyl)-3,5-difluoro-[2,4'-bipyridin]-3'-yl)pyrimidine-5-carboxamide ClC1=NC=C(C=N1)C(=O)NC=1C(=NC=CC1C1=NC=C(C=C1F)F)C1CCC(CC1)(F)F